C1(=CC=CC=C1)COC=1C=CC=C2C=C(N(C12)CC1CC1)C=O 7-(phenylmethoxy)-1-(cyclopropylmethyl)-1H-indole-2-Formaldehyde